C(C(S)S)N Thiocysteamine